CC(C[C@@H](C(=O)N[C@H](C(=O)N[C@H](C(=O)[C@@]1(OC1)C)CC(C)C)CC1=CC=CC=C1)NC([C@H](CCC1=CC=CC=C1)NC(CN1CCOCC1)=O)=O)C (S)-4-methyl-N-((S)-1-(((S)-4-methyl-1-((R)-2-methyl-oxiran-2-yl)-1-oxopentan-2-yl)amino)-1-oxo-3-phenylpropan-2-yl)-2-((S)-2-(2-morpholinoacetamido)-4-phenylbutyrylamino)-pentanamide